ClC=1C=C(C=CC1Cl)C(=O)N1CCC(CC1)CCCCNC(=O)C1=CC=2C=NC=CC2N1 N-(4-{1-[(3,4-dichlorophenyl)carbonyl]piperidin-4-yl}butyl)-1H-pyrrolo[3,2-c]pyridine-2-carboxamide